N-(4-((1H-pyrazol-1-yl)methyl)-2-methyl-2,3-dihydrobenzofuro[7,6-d]isoxazol-8-yl)-2,6-dimethoxybenzenesulfonamide N1(N=CC=C1)CC1=CC2=C(C(=NO2)NS(=O)(=O)C2=C(C=CC=C2OC)OC)C2=C1CC(O2)C